C1(CCCCC1)NC(=O)C=1N=C(OC1)C1=CC=C(C=C1)C N-Cyclohexyl-2-(p-tolyl)oxazole-4-carboxamide